2-(2,2-difluoroethoxy)-7-(difluoromethyl)-8-(3,4,5-trifluorophenyl)-3H-pyrazolo[1,5-a][1,3,5]triazin-4-one FC(COC1=NC=2N(C(N1)=O)N=C(C2C2=CC(=C(C(=C2)F)F)F)C(F)F)F